C(N)(=O)C1=C(C=CC(=N1)N1CCN(CC1)C(=O)OC(C)(C)C)[N+](=O)[O-] tert-butyl 4-(6-carbamoyl-5-nitro-2-pyridyl)piperazine-1-carboxylate